4-(((6-chloro-3-fluoropyridin-2-yl)oxy)methyl)-3-fluorobenzonitrile ClC1=CC=C(C(=N1)OCC1=C(C=C(C#N)C=C1)F)F